N(=[N+]=[N-])C1=CC=C(C=C1)CCCCCCCCCCCCCCCCCCOP(=O)([O-])OCC[N+](C)(C)C 18-(p-azidophenyl)octadecylphosphocholine